2-(7-(4-aminobutyl)-4,10-bis(carboxymethyl)-1,4,7,10-tetraazacyclododecan-1-yl)pentanedioic acid NCCCCN1CCN(CCN(CCN(CC1)CC(=O)O)C(C(=O)O)CCC(=O)O)CC(=O)O